tert-Butyl 4-(4-benzyl-6-(3-hydroxypropyl)-3-oxo-3,4-dihydropyrazin-2-yl)piperazine-1-carboxylate C(C1=CC=CC=C1)N1C(C(=NC(=C1)CCCO)N1CCN(CC1)C(=O)OC(C)(C)C)=O